4-[(5-methoxy-3-phenyl-4H-isoxazole-5-carbonyl)amino]tetrahydrofuran-2-carboxylic acid methyl ester COC(=O)C1OCC(C1)NC(=O)C1(CC(=NO1)C1=CC=CC=C1)OC